ClC1=CC=C(C=C1)C#CC1=NN=C(S1)N 5-((4-chlorophenyl)ethynyl)-1,3,4-thiadiazol-2-amine